1,2-di(docosanoyl)-sn-glycerol C(CCCCCCCCCCCCCCCCCCCCC)(=O)OC[C@@H](OC(CCCCCCCCCCCCCCCCCCCCC)=O)CO